2-(3,5-dichlorophenyl)-N-((trans)-3-hydroxycyclopentyl)benzo-[d]oxazole-6-carboxamide ClC=1C=C(C=C(C1)Cl)C=1OC2=C(N1)C=CC(=C2)C(=O)N[C@@H]2C[C@H](CC2)O